FC(F)(F)C1=C(C(=C(C(=C1)N)N)C(F)(F)F)C1=CC=CC=C1 bis(trifluoromethyl)-[4,4'-biphenyl]diamine